ClC1=C2C=C(N(C2=CC=C1Cl)C)C(=O)N[C@H](CO)C1=CC=C(C(=O)O)C=C1 4-[(1S)-1-[(4,5-dichloro-1-methyl-1H-indol-2-yl)formamido]-2-hydroxyethyl]benzoic acid